C(#N)C1=NC2=CC(=CC(=C2N=C1N1CCN(CC1)C=1SC2=C(N1)C=C(C=C2)C(F)(F)F)[C@@H](C)NC2=C(C(=O)O)C=CC=C2)C (R)-2-((1-(2-cyano-7-methyl-3-(4-(5-(trifluoromethyl)benzo[d]thiazol-2-yl)piperazin-1-yl)quinoxalin-5-yl)-ethyl)amino)benzoic acid